C(CCCCCCCCCC(=O)OCC=CCCCCCC)(=O)OCC(COC(CCC(OCCCCCCCC)OCCCCCCCC)=O)COC(=O)OCCCN(CC)CC (Z)-1-(3-((4,4-bis(octyloxy)butanoyl)oxy)-2-((((3-(diethylamino)propoxy)carbonyl)oxy)methyl)propyl) 11-(non-2-en-1-yl) undecanedioate